N,N-Dimethyl-3-[4-oxo-2-(tetrahydro-furan-2-ylmethoxy)-6,7-dihydro-4H-pyrimido[6,1-a]isoquinolin-9-yl]-benzamide CN(C(C1=CC(=CC=C1)C=1C=C2CCN3C(C2=CC1)=CC(=NC3=O)OCC3OCCC3)=O)C